titanium(IV) dichloride [Cl-].[Cl-].[Ti+4]